ClC1=CC=C(C=C1)P(C(C1=C(C=C(C=C1C)C)C)=O)(C(C1=C(C=C(C=C1C)C)C)=O)=O p-chlorophenylbis(2,4,6-trimethylbenzoyl)phosphine oxide